titanium(II) acetate C(C)(=O)[O-].[Ti+2].C(C)(=O)[O-]